N4-(5-amino-2-fluorophenyl)-N2-(1-methyl-1H-pyrazol-4-yl)-6-(trifluoromethyl)quinazoline-2,4-diamine NC=1C=CC(=C(C1)NC1=NC(=NC2=CC=C(C=C12)C(F)(F)F)NC=1C=NN(C1)C)F